COC1=C(C(=CC(=C1)OC)OC)O 2,4,6-trimethoxyphenol